N,N-dimethyl-3-(pyrimido[1',6':1,5]pyrazolo[4,3-c][2,7]naphthyridin-5-ylamino)benzamide CN(C(C1=CC(=CC=C1)NC1=NC=2C(C3=CC=NC=C13)=NN1C2C=CN=C1)=O)C